CNCC1=CC=NC=C1 N-methyl-1-(4-pyridyl)methanamine